C(C)OC(C1=CN=C(C(=C1)[N+](=O)[O-])C=C(CC)C(=O)OCC)=O 6-(2-(ethoxycarbonyl)but-1-en-1-yl)-5-nitronicotinic acid ethyl ester